N-[(1S,5R)-9-[2-(2-chloroanilino)-2-oxoethyl]-9-azabicyclo[3.3.1]nonan-3-yl]-3,4,5-trimethoxybenzamide ClC1=C(NC(CN2[C@@H]3CC(C[C@H]2CCC3)NC(C3=CC(=C(C(=C3)OC)OC)OC)=O)=O)C=CC=C1